3-methyl-6-(1-methyl-1H-pyrazol-4-yl)-4-(6-(piperazin-1-yl)pyridin-3-yl)pyrazolo[1,5-a]pyridine CC=1C=NN2C1C(=CC(=C2)C=2C=NN(C2)C)C=2C=NC(=CC2)N2CCNCC2